(E)-4-(3-isopropyl-5-(2-(piperidin-4-yl)vinyl)-1H-indol-2-yl)-1H-pyrazolo[3,4-b]pyridine C(C)(C)C1=C(NC2=CC=C(C=C12)\C=C\C1CCNCC1)C1=C2C(=NC=C1)NN=C2